[(3aS,4R,6aR)-2,3,3a,4,5,6a-hexahydrofuro[2,3-b]furan-4-yl]4-(3-bromopyrazolo[1,5-a]pyrimidin-5-yl)piperazine-1-carboxylate O1CC[C@@H]2[C@H]1OC[C@@H]2OC(=O)N2CCN(CC2)C2=NC=1N(C=C2)N=CC1Br